C(C)(=O)C1=C(C2=C(N=C(N=C2)NC2=NC=C(C=C2)N2CCC(CC2)CC2=CC=C(C=C2)CO)N(C1=O)C1CCCC1)C 6-acetyl-8-cyclopentyl-2-[[5-[4-[[4-(hydroxymethyl)phenyl]methyl]-1-piperidyl]-2-pyridyl]amino]-5-methyl-pyrido[2,3-d]pyrimidin-7-one